C(C1=CC=CC=C1)OCCCCCCNC([C@H](CCCCNC(OC(C)(C)C)=O)NC([C@H](CCCCNC(=O)OC(C)(C)C)NC(=O)OC(C)(C)C)=O)=O tert-butyl N-[(5S)-6-(6-benzyloxyhexylamino)-6-oxo-5-[[(2S)-2,6-bis(tert-butoxycarbonylamino)hexanoyl]amino]hexyl]carbamate